tert-butyl (tert-butoxycarbonyl)(3-ethynyl-5-(4-(isopropylsulfonyl) phenyl)pyrazin-2-yl)carbamate C(C)(C)(C)OC(=O)N(C(OC(C)(C)C)=O)C1=NC=C(N=C1C#C)C1=CC=C(C=C1)S(=O)(=O)C(C)C